3,3-dimethyl-N-[2-trifluoromethyl-4-(7-trifluoromethyl-3,4-dihydro-1H-isoquinolin-2-yl)-phenyl]butanamide CC(CC(=O)NC1=C(C=C(C=C1)N1CC2=CC(=CC=C2CC1)C(F)(F)F)C(F)(F)F)(C)C